(6-chloro-4-methylpyridin-3-yl)boronic acid ClC1=CC(=C(C=N1)B(O)O)C